normal pentylbenzene C(CCCC)C1=CC=CC=C1